1-(oxetan-3-yl)-1H-pyrrolo[2,3-b]pyridine-5-carboxylic acid O1CC(C1)N1C=CC=2C1=NC=C(C2)C(=O)O